5-methyl-N-(quinolin-8-yl)pyrimidine-2-sulfonamide CC=1C=NC(=NC1)S(=O)(=O)NC=1C=CC=C2C=CC=NC12